N-(5-(4-(4-acryloylpiperazin-1-yl)-2-cyanoquinazolin-6-yl)-2-methoxypyridin-3-yl)-2,4-difluorobenzenesulfonamide C(C=C)(=O)N1CCN(CC1)C1=NC(=NC2=CC=C(C=C12)C=1C=C(C(=NC1)OC)NS(=O)(=O)C1=C(C=C(C=C1)F)F)C#N